8-(tert-butyl) 3-(2-(trimethylsilyl)ethyl) (1S,2S,5R)-2-(but-3-en-1-yl)-3,8-diazabicyclo[3.2.1]octane-3,8-dicarboxylate C(CC=C)[C@H]1[C@@H]2CC[C@H](CN1C(=O)OCC[Si](C)(C)C)N2C(=O)OC(C)(C)C